N'-((2-cyanopyridine-4-yl)(imino)methyl)isonicotinic acid hydrazide C(#N)C1=NC=CC(=C1)C(NNC(C1=CC=NC=C1)=O)=N